1-((4-methoxyphenyl)((5-methyl-1,3,4-thiadiazol-2-yl)amino)methyl)naphthalen-2-ol COC1=CC=C(C=C1)C(C1=C(C=CC2=CC=CC=C12)O)NC=1SC(=NN1)C